C(=C)S(=O)(=O)CC(CS(=O)(=O)C=C)O 1-(vinylsulfonyl)-3-(vinylsulfonyl)propan-2-ol